(methylphenyl)iodonium CC1=C(C=CC=C1)[IH+]